C(OC1=C(C=C(C=C1)[N+](=O)[O-])[C@H](CC=1C=NC(=C(C1)C(F)(F)F)OC)C)([O-])=O (S)-1-(6-Methoxy-5-(trifluoromethyl)pyridin-3-yl)propan-2-yl(4-nitrophenyl) carbonate